zinc gallium oxide [O-2].[Ga+3].[Zn+2]